ClC=1N=CC2=C(N1)N(C(=C2F)C2CC2)C2=NC(=CC=C2)C(C)C 2-chloro-6-cyclopropyl-5-fluoro-7-(6-isopropylpyridin-2-yl)-7H-pyrrolo[2,3-d]pyrimidine